N1=C(C=CC=C1)C=1C2=CC=C(N2)C(=C2C=CC(C(=C3C=CC(=C(C=4C=CC1N4)C4=CC=CC=C4)N3)C3=C(C=C(C(=C3)CC)C3OCC(CO3)(C)C)CC)=N2)C2=CC=CC=C2 5-(pyridin-2-yl)-15-(4-(5,5-dimethyl-1,3-dioxane-2-yl)-2,5-diethylphenyl)-10,20-diphenylporphyrin